C(C)OC(=O)C1[C@H]2CN(C[C@@H]12)C1CC2(CN(C2)C(=O)OC(C)(C)C)C1 tert-Butyl 6-[(1R,5S,6r)-6-(ethoxycarbonyl)-3-azabicyclo[3.1.0]hexan-3-yl]-2-azaspiro[3.3]heptane-2-carboxylate